cobalt chloride cobalt salt [Co].[Co](Cl)Cl